(1R,2S,5R)-2-Isopropyl-5-methylcyclohexyl-4-(2-bromo-1-chloroethyl)benzoate C(C)(C)[C@H]1[C@@H](C[C@@H](CC1)C)OC(C1=CC=C(C=C1)C(CBr)Cl)=O